C(C)(C)(C)OC(=O)N1CCN(CC1)C1=CC=C(C=C1)C=1C=C2C(N(CC2=C(C1)F)C(C(NC1=NC=CC=C1)=O)C1=C2N(C=N1)CCC2)=O 4-[4-[2-[1-(6,7-dihydro-5H-pyrrolo[1,2-c]imidazol-1-yl)-2-oxo-2-(2-pyridinylamino)ethyl]-7-fluoro-3-oxo-isoindolin-5-yl]phenyl]piperazine-1-carboxylic acid tert-butyl ester